6-(4-(2-(9-azabicyclo[3.3.1]nonan-9-yl)ethyl)piperidin-1-yl)-2-((4-(ethylsulfonyl)phenyl)thio)-5-methoxy-N-(5-methyl-1H-pyrazol-3-yl)pyrimidin-4-amine C12CCCC(CCC1)N2CCC2CCN(CC2)C2=C(C(=NC(=N2)SC2=CC=C(C=C2)S(=O)(=O)CC)NC2=NNC(=C2)C)OC